C(C)N1N=C(C(=C1)C1=C(C=CC=C1)[C@H]1C2=C(CN(C1)C(C#CC(C)C)=O)SC(=C2)C#N)C(F)(F)F (S)-4-(2-(1-Ethyl-3-(trifluoromethyl)-1H-pyrazol-4-yl)phenyl)-6-(4-methylpent-2-ynoyl)-4,5,6,7-tetrahydrothieno[2,3-c]pyridine-2-carbonitrile